Lanthanum-bismuth [Bi].[La]